CC1=C(C(=O)OC)C(=CC(=C1)C)C methyl 2,4,6-trimethylbenzoate